(R)-4-(2-oxooxazolidin-3-yl)-3-(4-methylphenyl)-N-((R)-1-(6-(trifluoromethyl)pyridin-3-yl)ethyl)-4,5-dihydro-1H-pyrazole-1-carboxamide O=C1OCCN1[C@H]1C(=NN(C1)C(=O)N[C@H](C)C=1C=NC(=CC1)C(F)(F)F)C1=CC=C(C=C1)C